2-cyano-N,5-dimethyl-1H-indole C(#N)C=1N(C2=CC=C(C=C2C1)C)C